Methyl 3-[(6-chloropyridin-3-yl)amino]propanoate ClC1=CC=C(C=N1)NCCC(=O)OC